tert-butyl 3-methyl-3-((5-(4-(trifluoromethoxy)phenyl)-1,3,4-oxadiazol-2-yl)amino)azetidine-1-carboxylate CC1(CN(C1)C(=O)OC(C)(C)C)NC=1OC(=NN1)C1=CC=C(C=C1)OC(F)(F)F